7-[5-(1,6-Diazaspiro[3.5]nonan-1-yl)[1,3]thiazolo[5,4-d][1,3]thiazol-2-yl]-4-(1H-pyrazol-4-yl)-1H-pyrrolo[2,3-c]pyridin N1(CCC12CNCCC2)C=2SC1=C(N2)SC(=N1)C=1N=CC(=C2C1NC=C2)C=2C=NNC2